iodomethyl octadeca-9-enoate C(CCCCCCCC=CCCCCCCCC)(=O)OCI